tert-butyl 4-(2-oxoindolin-5-yl)-3,6-dihydropyridine-1(2H)-carboxylate O=C1NC2=CC=C(C=C2C1)C=1CCN(CC1)C(=O)OC(C)(C)C